2-fluoro-3'-(methylsulfonylamino)-[1,1'-biphenyl]-4-carboxylic acid FC1=C(C=CC(=C1)C(=O)O)C1=CC(=CC=C1)NS(=O)(=O)C